C1N(C[C@@H]2[C@H]1CNC2)C(=O)C2=CC(=C(C=C2)CN2N=CC=1N=C(N=C(C12)NCCCC)N)OC(F)F 1-({4-[(3aR,6aS)-octahydro-pyrrolo[3,4-c]pyrrole-2-carbonyl]-2-(difluoromethoxy)phenyl}methyl)-N7-butyl-1H-pyrazolo[4,3-d]pyrimidine-5,7-diamine